ClC=1C=C(NC2(CCC3(C(CC4=CC=CC=C34)C3=CC(=CC=C3)OC=3C=NC=CC3)CC2)C(=O)O)C=CC1 (1r,4r)-4-(3-Chloroanilino)-2'-{3-[(pyridin-3-yl)oxy]phenyl}-2',3'-dihydro-spiro[cyclohexane-1,1'-indene]-4-carboxylic acid